ClC=1C=CC2=C(C(CCCN2)=O)C1 7-chloro-5-oxo-2,3,4,5-tetrahydro-1H-1-benzazepine